C(C(=C)C)(=O)OCC(CCCC[SiH2]C(O[Si](C)(C)C)O[Si](C)(C)C)O 3-(3-methacryloxy-2-hydroxypropyl)propylbis(trimethylsiloxy)methylsilane